1-{[(3S)-6-(butylthio)-3-methyl-3,4-dihydro-2-naphthalenyl]methyl}-3-azetidinecarboxylic acid C(CCC)SC=1C=C2C[C@@H](C(=CC2=CC1)CN1CC(C1)C(=O)O)C